N1=C(C=CC=C1)C1=NC=CC=C1 2-pyridin-2-ylpyridine